OC1(CCN(CC1)C1=NN=C(S1)C=1C(=CC(=NC1)C1=CC=C2N1N=CC(=C2)C#N)NC2CCOCC2)C 7-(5-(5-(4-hydroxy-4-methylpiperidin-1-yl)-1,3,4-thiadiazol-2-yl)-4-((tetrahydro-2H-pyran-4-yl)amino)pyridin-2-yl)pyrrolo[1,2-b]pyridazine-3-carbonitrile